2-(4-(1H-indole-2-carbonyl)piperazin-1-yl)-N-((1r,3r)-3-hydroxycyclobutyl)-2-oxoacetamide N1C(=CC2=CC=CC=C12)C(=O)N1CCN(CC1)C(C(=O)NC1CC(C1)O)=O